methyl 4-(3-ethyl-1-methyl-4-((pyridin-2-ylmethyl)amino)-1H-pyrazolo[3,4-d]pyrimidin-6-yl)benzoate C(C)C1=NN(C2=NC(=NC(=C21)NCC2=NC=CC=C2)C2=CC=C(C(=O)OC)C=C2)C